N-[(3-fluoropyridin-2-yl)methyl]-1-({4-[(4-methylpyrazol-1-yl)methyl]phenyl}methyl)-3-(trifluoromethyl)pyrazole-4-carboxamide FC=1C(=NC=CC1)CNC(=O)C=1C(=NN(C1)CC1=CC=C(C=C1)CN1N=CC(=C1)C)C(F)(F)F